C(N)(=N)C1=CC=C2C=C(N(C2=C1)CC1=CC(=CC2=CC=CC=C12)S(=O)(=O)C1=CC=CC=C1)NC(OC(C)(C)C)=O tert-butyl (6-carbamimidoyl-1-((3-(phenylsulfonyl) naphthalen-1-yl) methyl)-1H-indol-2-yl)carbamate